N-(2-(2-(2-(2-(4-((2-oxa-7-azaspiro[3.5]nonan-7-yl)methyl)-1H-1,2,3-triazol-1-yl)ethoxy)ethoxy)ethoxy)ethyl)methacrylamide C1OCC12CCN(CC2)CC=2N=NN(C2)CCOCCOCCOCCNC(C(=C)C)=O